(3-Bromo-2-cyanophenyl)carbamic acid ethyl ester C(C)OC(NC1=C(C(=CC=C1)Br)C#N)=O